BrC1=C(C=CC(=N1)C(C(=O)O)CCC)F 2-(6-bromo-5-fluoropyridin-2-yl)pentanoic acid